monoisodecyl phosphate P(=O)(OCCCCCCCC(C)C)([O-])[O-]